BrC1=C(C=CC=C1)C1=C(C(=CC(=C1)C)C1=C(C2=C(S1)C(CCC2(C)C)(C)C)C)OCOC 2-(2'-bromo-2-(methoxymethoxy)-5-methyl-[1,1'-biphenyl]-3-yl)-3,4,4,7,7-pentamethyl-4,5,6,7-tetrahydrobenzo[b]thiophene